[5-[[1-[2-(aminomethyl)-3,3-difluoro-allyl]-5-oxo-1,2,4-triazol-4-yl]methyl]-3-thienyl]-1,4-dihydro-3,1-benzoxazin-2-one trifluoroacetate salt FC(C(=O)O)(F)F.NCC(CN1N=CN(C1=O)CC1=CC(=CS1)N1C(OCC2=C1C=CC=C2)=O)=C(F)F